6-diazo-5,6-dihydro-5-oxonaphthalene-1-sulfonic acid [N+](=[N-])=C1C(C=2C=CC=C(C2C=C1)S(=O)(=O)O)=O